(E)-3-(4-Aminobutyl)-6alpha-hydroxyandrost-2-en-17-on Hydroiodid I.NCCCCC=1CC2[C@H](C[C@H]3[C@@H]4CCC([C@@]4(C)CC[C@@H]3[C@]2(CC1)C)=O)O